methyl (E)-[4-[3-(4-chlorophenyl)-3-[4-(3-[N-(2-hydroxyethyl)-N-methylamino]-propynyl)-phenyl]allyloxy]-2-methylphenoxy]acetate ClC1=CC=C(C=C1)/C(=C/COC1=CC(=C(OCC(=O)OC)C=C1)C)/C1=CC=C(C=C1)C#CCN(C)CCO